C(C)(=O)OCCCC1=C(N(C2=C(C(=CC=C12)F)C1=C2N(N=C1COCC1=CC=C(C=C1)OC)CCC2)C)C(=O)OC Methyl 3-(3-acetoxypropyl)-6-fluoro-7-(2-(((4-methoxybenzyl)oxy)methyl)-5,6-dihydro-4H-pyrrolo[1,2-b]pyrazol-3-yl)-1-methyl-1H-indole-2-carboxylate